4,4-di-tert-butylcyclohexyl peroxycarbonate C(OC1CCC(CC1)(C(C)(C)C)C(C)(C)C)(=O)O[O-]